chlorine carbon monoxide [C]=O.[Cl]